4-(21-amino-4,7,10,13,16,19-hexaoxa-1-azahenicosan-1-yl)-2-(2,6-dioxo-piperidin-3-yl)-2,3-dihydro-1H-isoindole-1,3-dione dihydrochloride Cl.Cl.NCCOCCOCCOCCOCCOCCOCCNC1=C2C(N(C(C2=CC=C1)=O)C1C(NC(CC1)=O)=O)=O